3-(4,4-difluoroazepan-1-yl)quinoxaline-2-carboxylic acid FC1(CCN(CCC1)C=1C(=NC2=CC=CC=C2N1)C(=O)O)F